FC1=C(C=CC(=C1)F)CN(C(=O)NCC1=CC2=C(COC2)C=C1)C1CCN(CC1)C 1-[(2,4-difluorophenyl)methyl]-3-[(1,3-dihydro-2-benzofuran-5-yl)methyl]-1-(1-methylpiperidin-4-yl)urea